5-Chloro-2-fluoro-4-(6-(2,2,2-trifluoroethoxy)pyridin-3-yl)aniline ClC=1C(=CC(=C(N)C1)F)C=1C=NC(=CC1)OCC(F)(F)F